C(C(=O)C)(=O)OC([C@@H](N)CCC(=O)O)=O glutamic pyruvic anhydride